CCCCC/C=C\C/C=C\C/C=C\CC#CCCCC(=O)O 5,6-dehydroArachidonic Acid